2-(benzo[d][1,3]dithiol-2-yl)-1-(2-nitrophenyl)ethan-1-one S1C(SC2=C1C=CC=C2)CC(=O)C2=C(C=CC=C2)[N+](=O)[O-]